C1(CC1)C(=O)C=1NC2=CC=C(C=C2C1C=1N=NN(C1)CC1CCN(CC1)CCC1N(CCC(C1)C1=C(C=CC=C1F)F)S(=O)(=O)N)F (2-(4-((4-(2-(cyclopropanecarbonyl)-5-fluoro-1H-indol-3-yl)-1H-1,2,3-triazol-1-yl)methyl)piperidin-1-yl)ethyl)-4-(2,6-difluorophenyl)piperidine-1-sulfonamide